5-chloro-2-isopropyl-1H-imidazo[4,5-b]pyridine ClC1=CC=C2C(=N1)N=C(N2)C(C)C